FC(C1=CC=C(OC2=CC=C(C(=O)N3CCC(CC3)C3=CC=C(N=N3)N)C=C2)C=C1)(F)F 6-(1-{4-[4-(trifluoromethyl)phenoxy]benzoyl}piperidin-4-yl)pyridazin-3-amine